[C@H]12COC[C@@H]2C1NC(=O)C=1C=C(C2=C(C(CO2)C2=CC=C(C=C2)F)C1)C(=O)NC (+/-)-N5-((1R,5S,6r)-3-Oxabicyclo[3.1.0]hexan-6-yl)-3-(4-fluorophenyl)-N7-methyl-2,3-dihydrobenzofuran-5,7-dicarboxamid